(S)-2-(4-chloro-3-fluorophenyl)cyclopropan-1-amine hydrochloride Cl.ClC1=C(C=C(C=C1)C1[C@H](C1)N)F